[N+](=O)([O-])C=1C=C(C=CC1OC(C)C)C=1C(CC(NN1)=O)C 6-(3-nitro-4-isopropoxyphenyl)-4,5-dihydro-5-methyl-3(2H)-pyridazinone